CC1OCC=CC1=O 2-methyl-2H-pyran-3(6H)-one